N-((1R,2S)-2-(3,4-Difluorophenyl)cyclopropyl)-9-methyl-2-(propylthio)-9H-purin-6-amin FC=1C=C(C=CC1F)[C@H]1[C@@H](C1)NC1=C2N=CN(C2=NC(=N1)SCCC)C